ClC=1C=CC(=C(C1)B(O)O)F (5-chloro-2-fluorophenyl)boronic acid